(1r,4r)-4-{2-[3-(4-{4-fluoro-2-[(3R)-3-methylmorpholine-4-carbonyl]phenyl}-1-methyl-1H-indazol-6-yl)azetidin-1-yl]propyl}cyclohexane-1-amine FC1=CC(=C(C=C1)C1=C2C=NN(C2=CC(=C1)C1CN(C1)C(CC1CCC(CC1)N)C)C)C(=O)N1[C@@H](COCC1)C